C(C1=CC=CC=C1)OC1=CC=2[C@@H]3N(N4C(C2C=C1COC)=CC(C(=C4)C(=O)OC(C)C)=O)C4(CC3)CC4 isopropyl (R)-12'-(benzyloxy)-11'-(methoxymethyl)-8'-oxo-1',2',8',13b'-tetrahydrospiro[cyclopropane-1,3'-pyrido[2,1-a]pyrrolo[1,2-c]phthalazine]-7'-carboxylate